(Z)-N-((3-fluoro-2,6-diisopropylphenyl)carbamoyl)-4-(hydroxyimino)-4,5,6,7-tetrahydrobenzofuran-2-sulfonamide FC=1C(=C(C(=CC1)C(C)C)NC(=O)NS(=O)(=O)C=1OC2=C(C1)\C(\CCC2)=N/O)C(C)C